peroxy hydroxide O(OO)O